N,N'-bis(2,3-dihydroxypropyl)-5-hydroxyacetylamino-2,4,6-triiodoisophthalamide OC(CNC(C1=C(C(C(=O)NCC(CO)O)=C(C(=C1I)NC(CO)=O)I)I)=O)CO